C(C)N(S(=O)(=O)NC=1C(=C(C(=O)C2=CNC3=NC=C(C(=C32)F)C=3C=NC(=NC3)N3CCN(CC3)C(=O)OC(C)(C)C)C(=CC1)F)F)C tert-butyl 4-[5-[3-[3-[[ethyl(methyl)sulfamoyl]amino]-2,6-difluoro-benzoyl]-4-fluoro-1H-pyrrolo[2,3-b]pyridin-5-yl]pyrimidin-2-yl]piperazine-1-carboxylate